8-methoxy-5-(1H-pyrazol-1-yl)-2-naphthoate COC=1C=CC(=C2C=CC(=CC12)C(=O)[O-])N1N=CC=C1